FC1=C(C(=CC=2NC(=NC21)OC=2C=CC(=C(C(=O)O)C2)C)F)C2=CC=C(C=C2)C2=CC=C(C=C2)CNCCOCCO 5-((4,6-difluoro-5-(4'-(((2-(2-hydroxyethoxy)ethyl)amino)methyl)-[1,1'-biphenyl]-4-yl)-1H-benzo[d]imidazol-2-yl)oxy)-2-methylbenzoic acid